C(C)OC(C(C(=O)OCC)C1=C(C(=O)O)C=CC(=N1)OC)=O 2-(1,3-diethoxy-1,3-dioxoprop-2-yl)-6-methoxynicotinic acid